1-(3-((4-(3-chloro-4-methylphenyl)piperazin-1-yl)methyl)-4-(trifluoromethyl)phenyl)-4-ethyl-1,4-diazepan ClC=1C=C(C=CC1C)N1CCN(CC1)CC=1C=C(C=CC1C(F)(F)F)N1CCN(CCC1)CC